3-(3-morpholinopropoxy)-4-nitrobenzamide O1CCN(CC1)CCCOC=1C=C(C(=O)N)C=CC1[N+](=O)[O-]